O=C1NCC2=CC=C(C=C12)CCC(=O)[O-] 3-(3-oxoisoindolin-5-yl)propanoate